1-(4-(6-(2-(2-fluoro-5-(trifluoromethoxy)phenyl)acetamido)pyridazin-3-yl)butyl)-N-(pyridin-2-ylmethyl)-1H-1,2,3-triazole-4-carboxamide FC1=C(C=C(C=C1)OC(F)(F)F)CC(=O)NC1=CC=C(N=N1)CCCCN1N=NC(=C1)C(=O)NCC1=NC=CC=C1